N1C[C@H](OCC1)/C=C/C(=O)N1CCC(CC1)NC(OCC1=CC=CC=C1)=O benzyl (R,E)-(1-(3-(morpholin-2-yl)acryloyl)piperidin-4-yl)carbamate